O=S1(CC2=C(C(C3=C1C=CC=C3)=C3CCN(CC3)C(=O)C=3C=NC=C(C3)C)C=CC=C2)=O [4-(5,5-dioxo-6H-benzo[c][1]benzothiepin-11-ylidene)-1-piperidyl]-(5-methyl-3-pyridyl)methanone